C=1N=CN2C(C=3C=CC=CC3C21)C2CC1(C2O)CCNCC1 2-(5H-imidazo[1,5-b]isoindol-5-yl)-7-azaspiro[3.5]nonan-3-ol